FC1=C(C(=CC=C1)F)C=1C=2C=3CCOCCC3SC2NC(CN1)=O 3-(2,6-difluorophenyl)-13-oxa-9-thia-4,7-diazatricyclo[8.5.0.02,8]pentadec-1(10),2(8),3-trien-6-one